N-[3-(1H-benzo[d]imidazol-2-yl)phenyl]-4-(pyridin-3-yl)aniline N1C(=NC2=C1C=CC=C2)C=2C=C(C=CC2)NC2=CC=C(C=C2)C=2C=NC=CC2